ethyl (S)-5-((tert-butoxycarbonyl)amino)-4,4-difluorocyclohex-1-ene-1-carboxylate C(C)(C)(C)OC(=O)N[C@@H]1C(CC=C(C1)C(=O)OCC)(F)F